(2S)-N-[(1S)-1-(2-Amino-2-oxo-ethyl)-3-(4-fluorophenyl)prop-2-ynyl]-1-[1-[4-(trifluoromethoxy)phenyl]cyclopropanecarbonyl]pyrrolidine-2-carboxamide NC(C[C@@H](C#CC1=CC=C(C=C1)F)NC(=O)[C@H]1N(CCC1)C(=O)C1(CC1)C1=CC=C(C=C1)OC(F)(F)F)=O